5-[[(2R,3R,4R,5R,6R)-3-acetamido-4,5-diacetyloxy-6-(acetyloxymethyl)-2-tetrahydropyranyl]oxy]pentanoic acid C(C)(=O)N[C@H]1[C@@H](O[C@@H]([C@@H]([C@@H]1OC(C)=O)OC(C)=O)COC(C)=O)OCCCCC(=O)O